N-(3-(2-(2-(3-aminopropoxy)ethoxy)ethoxy)propyl)-2-((1-(2,6-dioxopiperidin-3-yl)-4-methyl-2-oxo-1,2-dihydroquinolin-7-yl)oxy)acetamide, trifluoroacetic acid salt FC(C(=O)O)(F)F.NCCCOCCOCCOCCCNC(COC1=CC=C2C(=CC(N(C2=C1)C1C(NC(CC1)=O)=O)=O)C)=O